C(C)(C)(C)OC(=O)N1C[C@@H](N(CC1)C=1C2=C(N(C(N1)=O)C=1C(=NC=CC1C)C(C)C)N=C(C(=C2Cl)F)Cl)CO (R)-4-(5,7-dichloro-6-fluoro-1-(2-isopropyl-4-methylpyridin-3-yl)-2-oxo-1,2-dihydropyrido[2,3-d]pyrimidin-4-yl)-3-(hydroxymethyl)piperazine-1-carboxylic acid tert-butyl ester